(6-Acetamido-4-((tert-butoxycarbonyl)amino)pyridin-3-yl)boronic acid C(C)(=O)NC1=CC(=C(C=N1)B(O)O)NC(=O)OC(C)(C)C